C(C)C=1C=NC=CC1NC(=O)C=1C=C2CCC(NC2=CC1)=O N-(3-ethyl-4-pyridyl)-2-oxo-3,4-dihydro-1H-quinoline-6-carboxamide